tert-Butyl (3-cyano-4-(3-((R)-3-(2-(dimethylamino)ethoxy)pyrrolidin-1-yl)-5-fluoro-7,9-dihydrofuro[3,4-f]quinazolin-6-yl)-7-fluorothieno[3,2-c]pyridin-2-yl)carbamate C(#N)C1=C(SC2=C1C(=NC=C2F)C=2C1=C(C=3C=NC(=NC3C2F)N2C[C@@H](CC2)OCCN(C)C)COC1)NC(OC(C)(C)C)=O